N[C@@H]1C[C@@H](N(CC1)C1=C(C=CC(=C1)C=1C=NC=CC1C#N)C=1C(=NC(=NC1)C1=C(C=CC=C1OC)F)C(=O)N)C (2-((2S,4S)-4-amino-2-methylpiperidin-1-yl)-4-(4-cyanopyridin-3-yl)phenyl)-2-(2-fluoro-6-methoxyphenyl)pyrimidine-4-carboxamide